N[C@@H]1C2=C(N=CN=C2)CC12CCN(CC2)C=2N=CC(=NC2)SC2=C(C=C(C(=O)O)C=C2)Cl (S)-4-((5-(5-amino-5,7-dihydrospiro[cyclopenta[d]pyrimidine-6,4'-piperidin]-1'-yl)pyrazin-2-yl)thio)-3-chlorobenzoic acid